2-benzyl-2-azaspiro[3.3]heptan-6-yl (2R,6S)-4-{5-[imino (methyl)oxo-λ6-sulfanyl]pyridin-2-yl}-2,6-dimethylpiperazine-1-carboxylate N=S(C=1C=CC(=NC1)N1C[C@H](N([C@H](C1)C)C(=O)OC1CC2(CN(C2)CC2=CC=CC=C2)C1)C)(=O)C